N-(2-Aminoethyl)-3-amino-propyltrimethoxysilan NCCNCCC[Si](OC)(OC)OC